2-(3-(benzyloxy)-2-hydroxypropyl)isoindoline-1,3-dione C(C1=CC=CC=C1)OCC(CN1C(C2=CC=CC=C2C1=O)=O)O